bis(trifluoromethyl)phenyl-boroxine FC(F)(F)B1OB(OB(O1)C1=CC=CC=C1)C(F)(F)F